O1C(=CC=C1)C=O Furan-2-carbaldehyde